1-(2,2-difluoro-1,3-benzodioxol-5-yl)-N-[1-[(2R)-2,3-dihydroxypropyl]-6-fluoro-2-(2-hydroxy-1,1-dimethylethyl)-1H-indol-5-yl]-cyclopropanecarboxamide FC1(OC2=C(O1)C=CC(=C2)C2(CC2)C(=O)NC=2C=C1C=C(N(C1=CC2F)C[C@H](CO)O)C(CO)(C)C)F